N1N=CC2=C(C=CC=C12)OC1=CC(=C(N)C=C1)SC 4-(1H-indazol-4-yloxy)-2-methylsulfanyl-aniline